BrC1=NC(=CC=C1)C1=NN=CN1C=1C=NN(C1)C 2-bromo-6-(4-(1-methyl-1H-pyrazol-4-yl)-4H-1,2,4-triazole-3-yl)pyridine